6-amino-2-(6-(4-isopropyl-4H-1,2,4-triazol-3-yl)pyridin-2-yl)isoindol-1-one NC1=CC=C2CN(C(C2=C1)=O)C1=NC(=CC=C1)C1=NN=CN1C(C)C